4-methyl-5-(2-oxoindolin-5-yl)pyridin CC1=CC=NC=C1C=1C=C2CC(NC2=CC1)=O